1,1,1,3,3,3-hexafluoropropan-2-yl (±)-1-((6-methoxypyridin-3-yl)carbamoyl)-6-azaspiro[2.5]octane-6-carboxylate COC1=CC=C(C=N1)NC(=O)[C@@H]1CC12CCN(CC2)C(=O)OC(C(F)(F)F)C(F)(F)F |r|